N-((3aR,4S,7S,7aR)-4-formyl-2,2-dimethyltetrahydro-4H-[1,3]dioxolo[4,5-c]pyran-7-yl)acetamide C(=O)[C@H]1OC[C@@H]([C@@H]2[C@H]1OC(O2)(C)C)NC(C)=O